O=C1C2=C(N=CN1CC(=O)OCC)C1=C(S2)C=CC=C1 Ethyl 2-(4-oxobenzo[4,5]thieno[3,2-d]pyrimidin-3(4H)-yl)acetate